ClC=1C=C(C=CC1F)[C@H](NC(=O)N1[C@@H](C(NCC1)=O)C)[C@@H]1C[C@H](C1)OC(F)F |o1:8| (2R)-N-((R or S)-(3-chloro-4-fluoro-phenyl)-(trans-3-(difluoro-methoxy)cyclobutyl)-methyl)-2-methyl-3-oxopiperazine-1-carboxamide